C(C1=CC=CC=C1)N1[C@@H]2CC[C@H]([C@H](C1)OC1=CC=C(C=C1)C)C2 (1R,4R,5S)-2-benzyl-4-(p-tolyloxy)-2-azabicyclo[3.2.1]octane